α-D-glucosamine pentapropionate C(CC)(=O)O.C(CC)(=O)O.C(CC)(=O)O.C(CC)(=O)O.C(CC)(=O)O.O[C@@H]1[C@H](N)[C@@H](O)[C@H](O)[C@H](O1)CO